CS(=O)(=O)O.CN(S(=O)(=O)N1C(=NC=2C1=NC(=CC2)C=2NC(=NC2C2=CC=CC=C2)C(C)(C)C)N)C 2-amino-5-(2-tert-butyl-5-phenyl-3H-imidazol-4-yl)imidazo[4,5-b]pyridine-3-sulfonic acid dimethylamide methanesulfonate